17-[2-O-(6-O-Acetyl-beta-D-glucopyranosyl)-6-O-acetyl-beta-D-glucopyranosyloxy]-9-octadecenoic acid C(C)(=O)OC[C@@H]1[C@H]([C@@H]([C@H]([C@@H](O1)O[C@H]1[C@@H](O[C@@H]([C@H]([C@@H]1O)O)COC(C)=O)OC(CCCCCCC=CCCCCCCCC(=O)O)C)O)O)O